ClC=1C=C(C(=NC1)N1C([C@H](N(C(C1)=O)[C@@H](C)C1=CC=C(C=C1)C(F)(F)F)C(C)C)=O)F (R)-1-(5-chloro-3-fluoropyridin-2-yl)-3-isopropyl-4-((S)-1-(4-(trifluoromethyl)phenyl)ethyl)piperazine-2,5-dione